N-ethyl-N,3-dimethylbutanamide C(C)N(C(CC(C)C)=O)C